N[C@@H](CC(C)C)C(=O)O |r| DL-Leucine